C1(=CC(C(CC1)C(C)C)=O)C menthenon